2-(2-chlorophenyl)-N-methyl-N-{3-sulfamoyl-4-[4-(trifluoromethyl)-1H-pyrazol-1-yl]phenyl}acetamide ClC1=C(C=CC=C1)CC(=O)N(C1=CC(=C(C=C1)N1N=CC(=C1)C(F)(F)F)S(N)(=O)=O)C